C1(CC1)CNC1=NC(=CC2=C1N=C(N=C2)N[C@H]2[C@H](CN(C2)C=2C=NNC2)NC(C=C)=O)C2=C(C(=CC(=C2Cl)OC)OC)Cl N-((3S,4R)-4-((8-((cyclopropylmethyl)amino)-6-(2,6-dichloro-3,5-dimethoxyphenyl)pyrido[3,4-d]pyrimidin-2-yl)amino)-1-(1H-pyrazol-4-yl)pyrrolidin-3-yl)acrylamide